ethyl 2-methyl-5-(propylamino)thiazole-4-carboxylate CC=1SC(=C(N1)C(=O)OCC)NCCC